2-chloro-8-(3-ethylsulfonylimidazo[1,2-a]pyridin-2-yl)-4-(trifluoromethyl)imidazo[1,2-a][1,8]naphthyridine ClC=1C=C(C=2C=CC=3N(C2N1)C=C(N3)C=3N=C1N(C=CC=C1)C3S(=O)(=O)CC)C(F)(F)F